4-(([5-(2-Chloro-5-methoxyphenyl)-1,3-oxazol-2-yl]methyl)sulfanyl)-6-(4-methylpiperazin-1-yl)-1,3,5-triazin-2-amine ClC1=C(C=C(C=C1)OC)C1=CN=C(O1)CSC1=NC(=NC(=N1)N1CCN(CC1)C)N